4-methoxyl-N1-methylbenzene-1,2-diamine O(C)C=1C=C(C(=CC1)NC)N